COC1=C(C=2N(C=C1C(=O)NC1=CC=C(C=N1)N1CCN(CC1)C(=O)OC(C)(C)C)C=C(N2)C)C tert-butyl 4-(6-(7-methoxy-2,8-dimethylimidazo[1,2-a]pyridine-6-carboxamido) pyridin-3-yl)piperazine-1-carboxylate